C(C)(C)(C)C1=NOC(=N1)C1=CC(=C(C=C1)C1CC1)OC(C)C 3-tert-butyl-5-{4-cyclopropyl-3-[(propan-2-yl)oxy]Phenyl}-1,2,4-Oxadiazole